C(COCC(=O)N)(=O)N 3-Oxapentandiamide